N~2~-(2-methyl-1,2,3,4-tetrahydroisoquinolin-7-yl)quinazoline-2,5-diamine CN1CC2=CC(=CC=C2CC1)NC1=NC=2C=CC=C(C2C=N1)N